(S)-2-aminoundecanoic acid N[C@H](C(=O)O)CCCCCCCCC